(1,3-diethoxy-1,3-dioxopropan-2-yl)-5-methoxybenzoic acid C(C)OC(C(C(=O)OCC)C1=C(C(=O)O)C=C(C=C1)OC)=O